5-{2-thia-6-azaspiro[3.3]heptan-6-yl}-2H-pyrazolo[3,4-b]pyridin C1SCC12CN(C2)C2=CC=1C(N=C2)=NNC1